octaazacyclononadecanoic acid N1(NNNNNNNCCCCCCCCCCC1)C(=O)O